Cl.Cl.N[C@]1([C@@H](CC[C@H](C1)CCB(O)O)CN(C)C1=CC=C(C=C1)OC)C(=O)O |r| rac-(1R,2S,5R)-1-amino-5-(2-boronoethyl)-2-(((4-methoxyphenyl)(methyl)amino)methyl)cyclohexanecarboxylic acid dihydrochloride